4-(methylsulfonyloxy)-1H-indole-2-carboxylic acid CS(=O)(=O)OC1=C2C=C(NC2=CC=C1)C(=O)O